ClC1=C(C=CC=C1)N1N=NC=C1 1-(2-chlorophenyl)-1H-1,2,3-triazole